indolonaphthol C1(=CC=CC2=CC=C3C(=C12)C=1C=CC=CC1N3)O